Cl.N[C@H](C)C=1C=C(N)C=C(C1)C(F)(F)F (R)-3-(1-aminoethyl)-5-(trifluoromethyl)aniline hydrochloride